4-[4-(3-hydroxypropoxy)benzoyl]chalcone OCCCOC1=CC=C(C(=O)C2=CC=C(C=C2)\C=C\C(=O)C2=CC=CC=C2)C=C1